N-(3-methoxy-1,2,4-thiadiazol-5-yl)-5-(methyl-(7H-pyrrolo[2,3-d]pyrimidin-4-yl)amino)hexahydrocyclopenta[c]pyrrole-2(1H)-carboxamide COC1=NSC(=N1)NC(=O)N1CC2C(C1)CC(C2)N(C=2C1=C(N=CN2)NC=C1)C